C(C)(C)[Si](OC(=COC(F)(F)F)C1=CC=C(C=C1)C)(C(C)C)C(C)C Triisopropyl((1-(p-tolyl)-2-(trifluoromethoxy)vinyl)oxy)silane